2-(4-cyclopropyl-6-methoxypyrimidin-5-yl)-6,7-dihydropyrazolo[1,5-a]pyridin-4(5H)-one C1(CC1)C1=NC=NC(=C1C1=NN2C(C(CCC2)=O)=C1)OC